propionitrile bisulfate S(O)(O)(=O)=O.C(CC)#N